(R)-1'-(5-Amino-1-(pyridin-3-ylmethyl)-1H-pyrazole-4-carbonyl)-6-chloro-5-fluorospiro[benzo[d][1,3]oxazine-4,3'-piperidin]-2(1H)-one NC1=C(C=NN1CC=1C=NC=CC1)C(=O)N1C[C@@]2(CCC1)C1=C(NC(O2)=O)C=CC(=C1F)Cl